CN[C@@H](C(=O)C1=CC=C(C=C1)C)C (R)-2-(methylamino)-1-(p-tolyl)propan-1-one